Tert-butyl-(2-(3-iodophenoxy)ethoxy)dimethylsilane C(C)(C)(C)[Si](C)(C)OCCOC1=CC(=CC=C1)I